7-[7-(4,4-difluoropiperidine-1-carbonyl)-2H-pyrano[3,2-b]pyridin-4-yl]-2-methyl-[1,2,4]triazolo[4,3-a]pyridin-3-one FC1(CCN(CC1)C(=O)C=1C=C2C(=NC1)C(=CCO2)C2=CC=1N(C=C2)C(N(N1)C)=O)F